6,7-dimethoxy-3-nitro-quinolin-4-ol COC=1C=C2C(=C(C=NC2=CC1OC)[N+](=O)[O-])O